ClC1=C(C2=C(C3=C(N=C(N(C3=O)CC(=O)NCCO)C3=C(C=C(C=C3)OC)C3CC3)S2)C=C1)O 2-(7-chloro-2-(2-cyclopropyl-4-methoxyphenyl)-8-hydroxy-4-oxobenzo[4,5]thieno[2,3-d]pyrimidin-3(4H)-yl)-N-(2-hydroxyethyl)acetamide